Dimethylsilanediyl-(2-methyl-1H-inden-1-yl)(2-methyl-4-phenyl-1,5,6,7-tetrahydro-s-indacen-1-yl)zirconium chloride [Cl-].C[Si](=[Zr+](C1C(=CC2=C(C=3CCCC3C=C12)C1=CC=CC=C1)C)C1C(=CC2=CC=CC=C12)C)C